3,3,3-trichloro-2,2-difluoropropionic acid ClC(C(C(=O)O)(F)F)(Cl)Cl